Tert-butyl-5-(6-chloro-7-(2-fluoro-6-hydroxyphenyl)-2-(((S)-1-methyl pyrrolidin-2-yl) methoxy) pyrido[2,3-d]pyrimidin-4-yl)-2,5-diazabicyclo[4.1.0]heptane-2-carboxylate C(C)(C)(C)OC(=O)N1C2CC2N(CC1)C=1C2=C(N=C(N1)OC[C@H]1N(CCC1)C)N=C(C(=C2)Cl)C2=C(C=CC=C2O)F